FC1=CC=C(C=C1)C(CN1[C@H](C(=CC=C1)O)C)O (S)-1-(2-(4-fluorophenyl)-2-hydroxyethyl)-3-hydroxy-2-methylpyridin